NC=1C=C(C=CC1)N(C1=CC(=CC=C1)N)C=1C=CC=2N(C3=CC=CC=C3C2C1)C1=CC=CC=C1 N1-(3-aminophenyl)-N1-(9-phenyl-9H-carbazol-3-yl)benzene-1,3-diamine